OCC(NCC(=O)O)(CO)CO N-[tri(hydroxymethyl)-methyl]glycine